6-azaspiro[2.5]octane-1-carbonitrile hydrochloride Cl.C1(CC12CCNCC2)C#N